6-[3-(2,5-difluorophenyl)-4-methyl-1-pyrazolyl]-2-aza-2-spiro[3.3]heptyl-(2-fluoro-5-hydroxyphenyl)methanone FC1=C(C=C(C=C1)F)C1=NN(C=C1C)C1CC2(CN(C2)C(=O)C2=C(C=CC(=C2)O)F)C1